(phenanthrenyl)fluoranthene C1(=CC=CC=2C3=CC=CC=C3C=CC12)C1=CC=C2C=CC=C3C4=CC=CC=C4C1=C23